(2S)-1-[2-[4-[(7-chloro-4-quinolinyl)oxy]-1-piperidinyl]acetyl]pyrrolidine-2-carbonitrile ClC1=CC=C2C(=CC=NC2=C1)OC1CCN(CC1)CC(=O)N1[C@@H](CCC1)C#N